ethyl 5-(hydroxymethyl)furan-2-carboxylate OCC1=CC=C(O1)C(=O)OCC